FC(C(C(C(S(=O)(=O)[O-])(F)F)(F)F)(F)F)(F)F.C(C)(C)(C)C1=CC=C(C=C1)[I+]C1=CC=C(C=C1)C(C)(C)C bis-(4-tert-butylphenyl)iodonium nonafluorobutanesulfonate